4-methoxybenzyl (4-((4-(oxetan-3-yl)piperazin-1-yl)methyl)phenyl)carbamate O1CC(C1)N1CCN(CC1)CC1=CC=C(C=C1)NC(OCC1=CC=C(C=C1)OC)=O